2-((4-((2-(dimethylamino)ethyl)(methyl)amino)-2-methoxy-5-nitrophenyl)amino)-4-(m-tolylamino)pyrimidine-5-carbonitrile CN(CCN(C1=CC(=C(C=C1[N+](=O)[O-])NC1=NC=C(C(=N1)NC=1C=C(C=CC1)C)C#N)OC)C)C